O=C1N(C=CC(=C1)N[C@@H]1C(NC(CC1)=O)=O)C1CCNCC1 (S)-3-((2-oxo-1-(piperidin-4-yl)-1,2-dihydropyridin-4-yl)amino)piperidine-2,6-dione